(1S,3R,4S)-2-[(2S)-2-(3-chloro-2-methyl-anilino)propanoyl]-N-[(1S)-1-cyano-2-[(3S)-2-oxo-3-piperidyl]ethyl]-5,5-difluoro-2-azabicyclo[2.2.2]octane-3-carboxamide ClC=1C(=C(N[C@H](C(=O)N2[C@@H]3CC([C@H]([C@@H]2C(=O)N[C@@H](C[C@H]2C(NCCC2)=O)C#N)CC3)(F)F)C)C=CC1)C